O1[C@@H](COCC1)COC=1N2CCC3=C(C2=C(C(C1)=O)C)C=CC(=C3)OCC3=NC(=NO3)C 4-[[(2S)-1,4-dioxan-2-yl]methoxy]-1-methyl-9-[(3-methyl-1,2,4-oxadiazol-5-yl)methoxy]-6,7-dihydrobenzo[a]quinolizin-2-one